tert-butyl 6-(2-oxo-2-((3-(trifluoromethyl)phenyl)amino)ethyl)-2-azaspiro[3.3]heptane-2-carboxylate O=C(CC1CC2(CN(C2)C(=O)OC(C)(C)C)C1)NC1=CC(=CC=C1)C(F)(F)F